NCC(CS(=O)(=O)N)(C)C 3-amino-2,2-dimethylpropane-1-sulfonamide